tert-butyl (S)-4-(1-naphthamido)-5-((2-(3-methoxyphenoxy)phenyl)amino)-5-oxopentanoate C1(=CC=CC2=CC=CC=C12)C(=O)N[C@@H](CCC(=O)OC(C)(C)C)C(=O)NC1=C(C=CC=C1)OC1=CC(=CC=C1)OC